thiophen-3-yl-acetyl chloride S1C=C(C=C1)CC(=O)Cl